ClC=1C=C(C=CC1F)NC(=O)C=1N(C=C2C1CCC2NC(OCC2=NN(C=C2)C)=O)CC (1-Methyl-1H-pyrazol-3-yl)methyl (1-((3-chloro-4-fluorophenyl)carbamoyl)-2-ethyl-2,4,5,6-tetrahydrocyclopenta[c]pyrrol-4-yl)carbamate